C1=C(C=CC=2SC3=C(C21)C=CC=C3)C3=CC=C(C=C3)C3=CC=CC=C3 4-(2-dibenzothienyl)biphenyl